N1,N1'-(((5-(Diphenylamino)-1,3-phenylene)bis((2,6-difluorophenyl)azanediyl))bis(3,1-phenylene))bis(N1-(2,6-difluorophenyl)-N3,N3,N5,N5-tetraphenylbenzene-1,3,5-triamine) C1(=CC=CC=C1)N(C=1C=C(C=C(C1)N(C1=C(C=CC=C1F)F)C=1C=C(C=CC1)N(C1=CC(=CC(=C1)N(C1=CC=CC=C1)C1=CC=CC=C1)N(C1=CC=CC=C1)C1=CC=CC=C1)C1=C(C=CC=C1F)F)N(C1=C(C=CC=C1F)F)C=1C=C(C=CC1)N(C1=CC(=CC(=C1)N(C1=CC=CC=C1)C1=CC=CC=C1)N(C1=CC=CC=C1)C1=CC=CC=C1)C1=C(C=CC=C1F)F)C1=CC=CC=C1